8-((3S,5S)-3,5-dimethylpiperazin-1-yl)-1-fluoro-N-(1-methylcyclopropyl)imidazo[1,5-a]pyridine-6-sulfonamide C[C@H]1CN(C[C@@H](N1)C)C=1C=2N(C=C(C1)S(=O)(=O)NC1(CC1)C)C=NC2F